ClC(C)(Cl)C1=CC=CC=C1 (1,1-dichloroethyl)benzene